C1(CCC=CCCC1)N cyclooct-4-en-1-amine